2-(4-hydroxyphenyl)-3-methyl-5-hydroxyindole acetate C(C)(=O)O.OC1=CC=C(C=C1)C=1NC2=CC=C(C=C2C1C)O